C(C=C)(=O)OC1=C(C=C(C=C1)/C=C\1/C(/C(/CC1)=C/C1=C(C=C(C=C1)OC(C=C)=O)OC)=O)OC 4-((E)-(3-((E)-4-(acryloyloxy)-2-methoxybenzylidene)-2-oxocyclopentylidene) methyl)-2-methoxyphenyl acrylate